NC1=C(C=C(C=N1)NC(C(=O)N1[C@H](CC[C@@H](C1)C)C=1C=CC2=C(N=C(S2)C2CN(C(C2)(C)C)C)C1)=O)CC N-(6-amino-5-ethylpyridin-3-yl)-2-((2R,5S)-5-methyl-2-(2-(1,5,5-trimethylpyrrolidin-3-yl)benzo[d]thiazol-5-yl)piperidin-1-yl)-2-oxoacetamide